CC1=NC(=NC(=C1)SC)C1=CN=C2N1C=C(N=C2)C(F)(F)F 3-(4-methyl-6-(methylthio)pyrimidin-2-yl)-6-(trifluoromethyl)imidazo[1,2-a]pyrazine